6-benzyl-5H-pyrrolo[3,4-b]pyridine C(C1=CC=CC=C1)N1CC2=NC=CC=C2C1